[C@H]12CN(C[C@H](CC1)N2)C2=NC(=NC1=C(C(=CC=C21)C2=C1C=NNC1=CC=C2C(F)(F)F)F)OCC21CCCN1CCC2 4-((1R,5S)-3,8-diazabicyclo[3.2.1]octan-3-yl)-8-fluoro-2-((tetrahydro-1H-pyrrolizin-7a(5H)-yl)methoxy)-7-(5-(trifluoromethyl)-1H-indazol-4-yl)quinazoline